C(C1=CC=CC=C1)SC1=C2C=CN(C(C2=CN=C1)=O)C 5-benzylthio-2-methyl-2,7-naphthyridin-1-one